C(C)(C)N1C(=NC=2C=NC(=CC21)C2=CNC1=NC(=CC=C12)C=1C=NN(C1)C)C 1-isopropyl-2-methyl-6-(6-(1-methyl-1H-pyrazol-4-yl)-1H-pyrrolo[2,3-b]pyridin-3-yl)-1H-imidazo[4,5-c]pyridine